C1CC(C=CC1CC(C(=O)[O-])[NH3+])O The molecule is an amino acid zwitterion obtained by transfer of a proton from the carboxy to the amino group of tetrahydrotyrosine; major species at pH 7.3. It is a tautomer of a tetrahydrotyrosine.